C1(=CC=CC=C1)C(=C(C1=CC=CC=C1)C1=CC=CC=C1)C1=CC=C(S1)C=O 5-(1,2,2-triphenylvinyl)thiophene-2-carbaldehyde